(E)-4-((5-chloro-1-ethyl-3,3-dimethyl-3H-indol-1-ium-2-yl)methylene)-2-(((Z)-5-chloro-1-ethyl-3,3-dimethylindolin-2-ylidene) methyl)-3-oxocyclobut-1-en-1-olate ClC=1C=C2C(C(=[N+](C2=CC1)CC)\C=C/1\C(C(=C1[O-])\C=C\1/N(C2=CC=C(C=C2C1(C)C)Cl)CC)=O)(C)C